CNCC(=O)N1[C@@H](CCC1)C(=O)N[C@@H](C(C)C)C(=O)O N-methylglycyl-L-prolyl-L-valine